C(#N)C=1C=C(C=C(C1)OCC(F)(F)F)C1(CC1)NC(CC(C)(O)C1=CC=C(C=C1)F)=O N-(1-(3-cyano-5-(2,2,2-trifluoroethoxy)phenyl)cyclopropyl)-3-(4-fluorophenyl)-3-hydroxybutanamide